3-(3,5-Dimethoxybenzyl)-6-((2-imino-3-methyl-2,3-dihydro-1H-imidazol-1-yl)methyl)-8-(1-methyl-3-(trifluoromethyl)-1H-pyrazol-4-yl)quinazolin-4(3H)-one COC=1C=C(CN2C=NC3=C(C=C(C=C3C2=O)CN2C(N(C=C2)C)=N)C=2C(=NN(C2)C)C(F)(F)F)C=C(C1)OC